FC1=CC=C(C=C1)C1=CC=C2C(=N1)N(C(=N2)C=2C(=NC=CC2)N)C2=CC=C(C=C2)C([2H])([2H])N2CCC(CC2)NC([2H])([2H])[2H] 3-(5-(4-fluorophenyl)-3-(4-((4-((methyl-d3)amino)piperidin-1-yl)methyl-d2)phenyl)-3H-imidazo[4,5-b]pyridin-2-yl)pyridin-2-amine